N-Hydroxysuccinimidyl-4-azidosalicylic acid C1CC(=O)N(C1=O)OC(=O)C2=C(C=C(C=C2)N=[N+]=[N-])O